(R)-N-methyl-1-(pyridazin-3-yl)piperidin-3-amine CN[C@H]1CN(CCC1)C=1N=NC=CC1